N-(5-hydroxypyridin-2-yl)-1-phenylpiperidine-4-sulfonamide OC=1C=CC(=NC1)NS(=O)(=O)C1CCN(CC1)C1=CC=CC=C1